N1=C(C=C2N1C=CC=C2)C(C)N 1-pyrazolo[1,5-a]pyridin-2-yl-ethylamine